C1(=CC=C(C=C1)B(O)O)C1=CC=C(C=C1)B(O)O 4,4'-biphenyl-diboronic acid